5-[6-chloro-3-[1-[2-(4,4-difluoro-1-piperidyl)-6-fluoro-3-methyl-4-oxo-chromen-8-yl]ethylamino]-2-pyridyl]-2-(4,4,5,5-tetramethyl-1,3,2-dioxaborolan-2-yl)benzaldehyde ClC1=CC=C(C(=N1)C=1C=CC(=C(C=O)C1)B1OC(C(O1)(C)C)(C)C)NC(C)C=1C=C(C=C2C(C(=C(OC12)N1CCC(CC1)(F)F)C)=O)F